O=C1NC(CCC1N1C(C2=CC=CC(=C2C1=O)NCCC(=O)N1CCN(CC1)C1=CC=C(C(=O)N2CCC(CC2)CCCCNC(\C=C\C=2C=NC=CC2)=O)C=C1)=O)=O (E)-N-(4-(1-(4-(4-(3-((2-(2,6-dioxopiperidin-3-yl)-1,3-diOxoisoindoline-4-yl)amino)propionyl)piperazin-1-yl)benzoyl)piperidin-4-yl)butyl)-3-(pyridin-3-yl)acrylamide